FC(OC1=C(C(=O)N)C(=CC(=C1)C=1N(N=C2C=C(C=C(C12)O)C=1C=NN(C1)C)C)OC)F 2-(difluoromethoxy)-4-[4-hydroxy-2-methyl-6-(1-methylpyrazol-4-yl)indazol-3-yl]-6-methoxybenzamide